FC=1C=C(CC2=CC(=NC=C2)N2N=CC(=N2)C(=O)NC)C=C(C1)C(F)(F)F 2-(4-(3-Fluoro-5-(trifluoromethyl)benzyl)pyridin-2-yl)-N-methyl-2H-1,2,3-triazol-4-carboxamid